threo-2-Pentulose OCC(=O)[C@@H](O)[C@H](O)CO